1,1,1-trifluoro-2-(7-methoxyimidazo[1,2-a]pyridin-6-yl)propan-2-ol FC(C(C)(O)C=1C(=CC=2N(C1)C=CN2)OC)(F)F